C1(CCC1)CNC([O-])=O (cyclobutylmethyl)carbamate